N-(4-chloro-2-iodophenyl)benzothiazole-6-sulfonamide ClC1=CC(=C(C=C1)NS(=O)(=O)C1=CC2=C(N=CS2)C=C1)I